tert-butyl (exo)-3-{[6-(4-chloro-1H-indazol-7-yl)pyridazin-3-yl](methyl)amino}-8-azabicyclo[3.2.1]octane-8-carboxylate ClC1=C2C=NNC2=C(C=C1)C1=CC=C(N=N1)N(C1CC2CCC(C1)N2C(=O)OC(C)(C)C)C